benzyl 2-(methyl(3-sulfamoylpropyl)amino)acetate CN(CC(=O)OCC1=CC=CC=C1)CCCS(N)(=O)=O